FC(OC=1C=C(C=CC1)CC(=O)N)(F)F 2-[3-(trifluoromethoxy)phenyl]Acetamide